(2-(4-bromo-1-oxoisoindolin-2-yl)acrylamido)acrylic acid BrC1=C2CN(C(C2=CC=C1)=O)C(C(=O)NC(C(=O)O)=C)=C